6-amino-3-thiabicyclo[3.1.0]hexane 3,3-dioxide NC1C2CS(CC12)(=O)=O